C1(=CC=CC=C1)SC1=CC=C(C=C1)C(CCCCCCC)=O 1-[4-(phenylthio)phenyl]-octane-1-one